CC1C2(CC3CC(CC1C3)C2)C(=O)NCC2=C(C(=CC(=C2)F)F)F methyl-N-(2,3,5-trifluorobenzyl)adamantane-1-carboxamide